(trifluoromethyl)-1-(2-trimethylsilylethoxymethyl)imidazol FC(F)(F)C=1N(C=CN1)COCC[Si](C)(C)C